2,6-di-chloro-styrene ClC1=C(C=C)C(=CC=C1)Cl